1-(4-{4-[2-(3,3-difluoroazetidin-1-yl)acetamido]-1H-1,2,3-triazol-1-yl}butyl)-N-{[3-(trifluoromethoxy)phenyl]methyl}-1H-1,2,3-triazole-4-carboxamide FC1(CN(C1)CC(=O)NC=1N=NN(C1)CCCCN1N=NC(=C1)C(=O)NCC1=CC(=CC=C1)OC(F)(F)F)F